(Z)-1-(4-amino-2-fluorobut-2-en-1-yl)-4-(5-(N,N-diethylsulfamoyl)-2-methoxyphenyl)-1H-benzo[d][1,2,3]triazole-6-carboxylic acid methyl ester COC(=O)C=1C=C(C2=C(N(N=N2)C/C(=C/CN)/F)C1)C1=C(C=CC(=C1)S(N(CC)CC)(=O)=O)OC